2-(6-(4-isopropyl-5-(8-methyl-[1,2,4]triazolo[1,5-a]pyridin-6-yl)-1H-pyrazol-3-yl)-3,4-dihydroisoquinolin-2(1H)-yl)-N-methylacetamide C(C)(C)C=1C(=NNC1C=1C=C(C=2N(C1)N=CN2)C)C=2C=C1CCN(CC1=CC2)CC(=O)NC